C(C1=CC=CC=C1)OC(=O)N1CCN(CC1)C1=NC=C(C=C1C(F)(F)F)Br 4-(5-bromo-3-(trifluoromethyl)pyridin-2-yl)piperazine-1-carboxylic acid benzyl ester